1H-1,2,3-triazole-4-carboxamide N1N=NC(=C1)C(=O)N